2,4,6,8-tetrakis(3-methylbenzyl)-2,4,6,8-tetraazaadamantane-9,10-dione CC=1C=C(CN2C3N(C4N(C(N(C2C4=O)CC4=CC(=CC=C4)C)C3=O)CC3=CC(=CC=C3)C)CC3=CC(=CC=C3)C)C=CC1